4-(5-((R)-3-methylmorpholino)-3-(1-(tetrahydro-2H-pyran-2-yl)-1H-pyrazol-5-yl)isothiazolo[4,5-b]pyridin-7-yl)tetrahydro-2H-pyran-4-carbonitrile C[C@@H]1COCCN1C1=CC(=C2C(=N1)C(=NS2)C2=CC=NN2C2OCCCC2)C2(CCOCC2)C#N